4-(Ethoxy(methyl)phosphinyl)-2-acetoxybutylcyanid C(C)OP(=O)(CCC(CC#N)OC(C)=O)C